FC(=CC1=C(C(=C1F)F)C(F)(F)F)F 1-(2,2-difluorovinyl)-3,4-difluoro-2-(trifluoromethyl)cyclobut-1,3-diene